2'-deoxy-2'-mercaptoadenosine S[C@H]1[C@@H](O[C@@H]([C@H]1O)CO)N1C=NC=2C(N)=NC=NC12